C(C)OC(=O)C1=CC(=C2C(=N1)OC(CC2)COC)C2=C(C=C(C=C2)F)F 5-(2,4-difluorophenyl)-2-(methoxymethyl)-3,4-dihydro-2H-pyrano[2,3-b]Pyridine-7-Carboxylic acid ethyl ester